C1(CC1)OC1=C(C=NC=C1C(=O)O)C=O 4-CYCLOPROPOXY-5-FORMYLNICOTINIC ACID